(R)-1-((2,3-dihydrobenzo[b][1,4]dioxin-2-yl)methyl)-4-(2-(methoxymethyl)phenyl)piperazine O1C2=C(OC[C@H]1CN1CCN(CC1)C1=C(C=CC=C1)COC)C=CC=C2